5-(2-chlorobenzyl)-6-fluoro-3-(((3-fluoropyridin-2-yl)methyl)amino)-4H-benzo[e][1,2,4]thiadiazine 1,1-dioxide ClC1=C(CC2=C(C=CC3=C2NC(=NS3(=O)=O)NCC3=NC=CC=C3F)F)C=CC=C1